N[C@@H]1CN(CC[C@@H]1O)C1=NC2=C(N1CC1=NC=C(C#N)C=C1)C=C(C=C2)Cl 6-((2-((3R,4S)-3-amino-4-hydroxypiperidin-1-yl)-6-chloro-1H-benzo[d]imidazol-1-yl)methyl)nicotinonitrile